C(C1=CC=CC=C1)N1CCC(CC1)CCNC(=O)C=1C=NC=2N(C1C)N=C(C2)C2=CC=C(C=C2)C#N N-[2-(1-benzylpiperidin-4-yl)ethyl]-2-(4-cyanophenyl)-7-methylpyrazolo[1,5-a]pyrimidine-6-carboxamide